FC=1C=CC2=C(CCO2)C1CNC1=NC=C(C=2N1C=NN2)C=2C=1N(C(=CC2)CNCC(C)(O)C)N=CN1 1-(((8-(5-(((5-Fluoro-2,3-dihydrobenzofuran-4-yl)methyl)amino)-[1,2,4]triazolo[4,3-c]pyrimidin-8-yl)-[1,2,4]triazolo[1,5-a]pyridin-5-yl)methyl)amino)-2-methylpropan-2-ol